CN1S(C2=C(N(CC1)C)C=CC(=C2)[N+](=O)[O-])(=O)=O 2,5-dimethyl-8-nitro-3,4-dihydro-1,2,5-benzothiadiazepine 1,1-dioxide